1-hydroxyethyl-3-methylimidazole hexafluorophosphate salt F[P-](F)(F)(F)(F)F.OC(C)C1=NC=CN1C